N-{1-Cyclooctyl-2-oxo-2-[(6-oxospiro[7H-pyrrolo[2,3-d]pyrimidine-5,4'-tetrahydropyran]-2-yl)amino]ethyl}-2-methylpyrazole-3-carboxamide C1(CCCCCCC1)C(C(NC=1N=CC2=C(N1)NC(C21CCOCC1)=O)=O)NC(=O)C=1N(N=CC1)C